[Na].C(=O)(O)C=1C(=C(C=CC1)OC1(CC=C(C=C1)C(C)C)OC1=C(C(=CC=C1)C(=O)O)C(=O)O)C(=O)O 2-[4,4'-bis(dicarboxyphenyloxy)phenyl]propane sodium